O1CCN(CC1)C[C@@]12C[C@H](N([C@H]2C1)C(CNC(CCCOC1=CC=CC=C1)=O)=O)C(=O)O (1S,3S,5S)-5-(morpholinomethyl)-2-((4-phenoxybutyryl)glycyl)-2-azabicyclo[3.1.0]hexane-3-carboxylic acid